C(C=C)(=O)OC(C(OC(C=C)=O)COC(C=C)=O)OCCC propoxyglycerol triacrylate